ClC=1C=CC=C2C=C(NC12)C(=O)N1CCOC2(CCC2)C1C(=O)N[C@H](C(CF)=O)C[C@H]1C(NCC1)=O 8-(7-Chloro-1H-indole-2-carbonyl)-N-[(1S)-3-fluoro-2-oxo-1-[[(3S)-2-oxopyrrolidin-3-yl]methyl]propyl]-5-oxa-8-azaspiro[3.5]nonane-9-carboxamide